C(C)(C)(C)OC(=O)N1CCN(CC1)CC1CCN(CC1)C1=CC=C2C(=NN(C2=C1)C)C=1C(=NC(=CC1)OCC1=CC=CC=C1)OCC1=CC=CC=C1 tert-butyl-4-((1-(3-(2,6-bis(benzyloxy)pyridin-3-yl)-1-methyl-1H-indazol-6-yl)piperidin-4-yl)methyl)piperazine-1-carboxylate